Cl.N[C@H]1C[C@@H](CC1)NC1=C2C(=NC=3N1N=CC3Cl)C3(CC3)C(C2)CO (8-(((1R,3R)-3-aminocyclopentyl)amino)-3-chloro-6,7-dihydrospiro[cyclopenta[d]pyrazolo[1,5-a]pyrimidine-5,1'-cyclopropane]-6-yl)methanol hydrochloride